FC1(CCC(CC1)COC=1C=C(C=CC1)B1OC(C(O1)(C)C)(C)C)F 2-{3-[(4,4-difluorocyclohexyl)methoxy]phenyl}-4,4,5,5-tetramethyl-1,3,2-dioxaborolane